C(C)C(CC(C(=O)O)CC1=CC(=C(C(=C1)C(C)(C)C)O)C(C)(C)C)CCCC 2-ethylhexyl-3-(3',5'-di-tert-butyl-4'-hydroxyphenyl)propionic acid